(Z,E)-9,11-hexadecandienoyl-CoA C(CCCCCCC\C=C/C=C/CCCC)(=O)SCCNC(CCNC([C@@H](C(COP(OP(OC[C@@H]1[C@H]([C@H]([C@@H](O1)N1C=NC=2C(N)=NC=NC12)O)OP(=O)(O)O)(=O)O)(=O)O)(C)C)O)=O)=O